CN1C(C2(C3=C1C=NC=1C=CC(=CC31)C=3C=C(C(=NC3)OCCNC)NS(=O)(=O)C)CCC2)=O N-(5-(3'-Methyl-2'-oxo-2',3'-dihydrospiro[cyclobutane-1,1'-pyrrolo[2,3-c]quinolin]-8'-yl)-2-(2-(methylamino)ethoxy)pyridin-3-yl)methanesulfonamide